C1(CC1)OC1=CC=2N(C=C1)C=CN2 7-cyclopropoxyimidazo[1,2-a]pyridine